tert-butyl (R)-3-((5-(cyclobutylmethyl)-7-((2-(trimethylsilyl)ethoxy)methyl)-7H-pyrrolo[2,3-d]pyrimidin-4-yl)amino)piperidine-1-carboxylate C1(CCC1)CC1=CN(C=2N=CN=C(C21)N[C@H]2CN(CCC2)C(=O)OC(C)(C)C)COCC[Si](C)(C)C